2,3-dimethoxybenzaldehyde COC1=C(C=O)C=CC=C1OC